2-(5-bromo-2-thienyl)-N'-methyl-propanehydrazide BrC1=CC=C(S1)C(C(=O)NNC)C